N-(4-(2-(((1r,4r)-4-aminocyclohexyl)amino)-8-ethylquinazolin-6-yl)-3-fluoro-phenyl)-2-chloro-benzenesulfonamide NC1CCC(CC1)NC1=NC2=C(C=C(C=C2C=N1)C1=C(C=C(C=C1)NS(=O)(=O)C1=C(C=CC=C1)Cl)F)CC